FC1=CC=C(C=C1)C1=C(N(C2=CC=CC=C12)CCC)/C=C/[C@@H](C[C@@H](CC(=O)OC(C)(C)C)O)O |o1:21,23| tert-butyl rel-(3S,5R,E)-7-(3-(4-fluorophenyl)-1-propyl-1H-indol-2-yl)-3,5-dihydroxyhept-6-enoate